BrC1=C(C=C2C(=N1)C(CN2)(C)C)CC2=CC(=CC=C2)F 5-bromo-6-(3-fluoro-benzyl)-3,3-dimethyl-2,3-dihydro-1H-pyrrolo[3,2-b]pyridine